ClC=1C(=NC=CC1C1=NC(=C(C=C1)CNC[C@H]1CCC(N1)=O)OC)C1=C(C(=CC=C1)NC1=NC=CC(=C1F)CN1CC(C1)O)Cl (R)-5-((((3'-chloro-2'-(2-chloro-3-((3-fluoro-4-((3-hydroxyazetidin-1-yl)methyl)pyridin-2-yl)amino)phenyl)-6-methoxy-[2,4'-bipyridin]-5-yl)methyl)amino)methyl)pyrrolidin-2-one